Racemic-4-[3-fluoro-1-(5-fluoropyrimidin-2-yl)-4-methyl-piperidine-4-carbonyl]-3,5-dihydro-2H-pyrido[3,4-f][1,4]oxazepine-9-carbonitrile FC1CN(CCC1(C(=O)N1CCOC2=C(C1)C=NC=C2C#N)C)C2=NC=C(C=N2)F